The molecule is a magnesium salt with formula CMgO3. Its hydrated forms, particularly the di-, tri-, and tetrahydrates occur as minerals. It has a role as an antacid and a fertilizer. It is a magnesium salt, a carbonate salt and a one-carbon compound. C(=O)([O-])[O-].[Mg+2]